C(C)(=O)C=1C(OC2=C(C1NC1CCN(CC1)C)C=CC(=C2)NC2=NC=CC(=N2)C2=C(C=C(C=C2)F)OC)=O 3-acetyl-7-{[4-(4-fluoro-2-methoxyphenyl)pyrimidin-2-yl]amino}-4-[(1-methylpiperidin-4-yl)amino]-2H-benzopyran-2-one